4-(4-AMINO-5-(3-FLUORO-4-(3-(4-((4-METHYLPIPERAZIN-1-YL)METHYL)-3-(TRIFLUOROMETHYL)PHENYL)UREIDO)PHENYL)-7H-PYRROLO[2,3-D]PYRIMIDIN-7-YL)BUTANOIC ACID NC=1C2=C(N=CN1)N(C=C2C2=CC(=C(C=C2)NC(=O)NC2=CC(=C(C=C2)CN2CCN(CC2)C)C(F)(F)F)F)CCCC(=O)O